C1=CC=CC=2C3=CC=CC=C3C(C12)COC(=O)N[C@H](C(=O)N[C@H](C(=O)OC(C)(C)C)CCC(C=[N+]=[N-])=O)CC1=CN=CN1C tert-Butyl (S)-2-((S)-2-((((9H-fluoren-9-yl)methoxy)carbonyl)amino)-3-(1-methyl-1H-imidazol-5-yl)propanamido)-6-diazo-5-oxohexanoate